ClC=1C=C(C=CC1)NC1=NC=C(C(=N1)NC1=CC=C2CCNCC2=C1)C=1C=NN(C1)CCC N2-(3-chlorophenyl)-5-(1-propyl-1H-pyrazol-4-yl)-N4-(1,2,3,4-tetrahydroisoquinolin-7-yl)pyrimidine-2,4-diamine